6-[[3-[6-cyano-5-(trifluoromethyl)pyridin-3-yl]-5,5-dimethyl-4-oxo-2-thioxo-imidazolidin-1-yl]methyl]pyridine-2-carboxylic acid methyl ester COC(=O)C1=NC(=CC=C1)CN1C(N(C(C1(C)C)=O)C=1C=NC(=C(C1)C(F)(F)F)C#N)=S